ethyl (R)-2-((R)-1-aminopropan-2-yl)-5-(4-chloro-3-(trifluoromethyl) benzoyl)-6-methyl-4,5,6,7-tetrahydro-2H-pyrazolo[4,3-c]pyridine-3-carboxylate NC[C@@H](C)N1N=C2C(CN([C@@H](C2)C)C(C2=CC(=C(C=C2)Cl)C(F)(F)F)=O)=C1C(=O)OCC